5-chloro-2-{[(3R)-3-ethoxypyrrolidin-1-yl]methyl}-7,8-dihydro-6H-spiro[[1,3]oxazolo[5,4-f]quinazoline-9,1'-cyclohexan]-7-one ClC=1C=C2C(=C3C1NC(NC31CCCCC1)=O)OC(=N2)CN2C[C@@H](CC2)OCC